ClC1(C(C1C1=CC(=CC(=C1)F)F)C(=O)Cl)Cl 2,2-dichloro-3-(3,5-difluorophenyl)cyclopropane-1-carbonyl chloride